3-isopropyl-2,3,6,7,7a,8,10,11-octahydrooxazolo[2,3-j][1,6]naphthyridin-5-one C(C)(C)C1COC23CCNCC3CCC(N21)=O